3-butyl-1,2-dimethyl-1H-imidazol-3-ium C(CCC)[N+]1=C(N(C=C1)C)C